(2S)-3-tert-butoxy-2-(tert-butoxycarbonylamino)propionic acid C(C)(C)(C)OC[C@@H](C(=O)O)NC(=O)OC(C)(C)C